(R)-1-(5-(2-((dimethylamino)methyl)phenyl)thiophen-2-yl)ethan-1-amine CN(C)CC1=C(C=CC=C1)C1=CC=C(S1)[C@@H](C)N